C(C1=CC=CC=C1)OC(=O)N1CCC(=CC1)CO[C@@H]([C@@H](C(=O)O)NC(=O)OC(C)(C)C)C=1SC=C(N1)Br (2S,3S)-3-((1-((benzyloxy)carbonyl)-1,2,3,6-tetrahydropyridin-4-yl)methoxy)-3-(4-bromothiazol-2-yl)-2-((tert-butoxycarbonyl)amino)propanoic acid